5-[3-bromo-4-[(2,4-difluorobenzyl)oxy]-6-methyl-2-oxopyridin-1(2H)-yl]-2-furancarboxamide BrC=1C(N(C(=CC1OCC1=C(C=C(C=C1)F)F)C)C1=CC=C(O1)C(=O)N)=O